CC1C2C(CC=C1)C(=O)OC2=O 3-methyl-4-cyclohexene-1,2-dicarboxylic acid anhydride